N-[2-(3,5-difluorophenoxy)-1-methyl-ethyl]-6-(isothiazol-4-ylamino)-3-methoxy-pyridine-2-carboxamide FC=1C=C(OCC(C)NC(=O)C2=NC(=CC=C2OC)NC=2C=NSC2)C=C(C1)F